2-amino-6-borono-2-(3-(4-fluorophenoxy)propyl)hexanoic acid NC(C(=O)O)(CCCCB(O)O)CCCOC1=CC=C(C=C1)F